N-(4-(2-chloro-5-fluorophenoxy)-3-(4,5,6,7-tetrachloro-1,3-dioxoisoindolin-2-yl)-1-(tetrahydro-2H-pyran-2-yl)-7-vinyl-1H-indazol-5-yl)-3-fluoro-5-(trifluoromethyl)benzamide ClC1=C(OC2=C3C(=NN(C3=C(C=C2NC(C2=CC(=CC(=C2)C(F)(F)F)F)=O)C=C)C2OCCCC2)N2C(C3=C(C(=C(C(=C3C2=O)Cl)Cl)Cl)Cl)=O)C=C(C=C1)F